(S)-N-(3-(4-((3-(1-(2-amino-2-oxoethyl)-3-(trifluoromethyl)-1H-pyrazol-4-yl)imidazo[1,2-a]pyrazin-8-yl)amino)-2-ethylbenzamido)propyl)pyrrolidine-2-carboxamide NC(CN1N=C(C(=C1)C1=CN=C2N1C=CN=C2NC2=CC(=C(C(=O)NCCCNC(=O)[C@H]1NCCC1)C=C2)CC)C(F)(F)F)=O